O.ON1N=NC2=C1C=CC=C2 1-hydroxybenzotriazole, hydrate